2-(3-Fluorophenyl)-3-oxo-6-[6-(trifluoromethyl)pyridin-3-yl]-2,3-dihydropyridazine-4-carboxylic acid FC=1C=C(C=CC1)N1N=C(C=C(C1=O)C(=O)O)C=1C=NC(=CC1)C(F)(F)F